N[C@@H](CCC(=O)N1CCN(CC1)C(=O)OCCCC)C(=O)OC(C)(C)C butyl (S)-4-(4-amino-5-(tert-butoxy)-5-oxopentanoyl)piperazine-1-carboxylate